CC=1N=C2N(N=C(C=C2C)C=2C=C3C=CN(C(C3=CC2O)=O)[C@@H]2CNCC2)C1 6-(2,8-dimethylimidazo[1,2-b]pyridazin-6-yl)-7-hydroxy-2-[(3S)-pyrrolidin-3-yl]isoquinolin-1-one